2-(4-diphenylphosphinylphenyl)-4,5-diphenyl-1H-imidazole C1(=CC=CC=C1)P(=O)(C1=CC=C(C=C1)C=1NC(=C(N1)C1=CC=CC=C1)C1=CC=CC=C1)C1=CC=CC=C1